FC1=C(OC2=C(C=C(C=C2)NC(=O)C2CC2)C=2C=CC=3N(C2)C(=NN3)C)C=CC(=C1)F N-[4-(2,4-difluorophenoxy)-3-(3-methyl-1,2,4-triazolo[4,3-a]pyridin-6-yl)phenyl]-cyclopropanecarboxamide